FC=1C=C(CN2C[C@H](CCC2)C=2NC(N(N2)C2=CC=C(C=C2)OC)=O)C=CC1 (S)-5-(1-(3-fluorobenzyl)piperidin-3-yl)-2-(4-methoxyphenyl)-2,4-dihydro-3H-1,2,4-triazol-3-one